2-(4-amino-1-isopropyl-1H-pyrazolo[3,4-d]pyrimidin-3-yl)-N-methyl-1H-indole-6-carboxamide NC1=C2C(=NC=N1)N(N=C2C=2NC1=CC(=CC=C1C2)C(=O)NC)C(C)C